tert-butyl N-[3-(2-bromo-6-nitro-anilino)propyl]-N-(2-hydroxyethyl)carbamate BrC1=C(NCCCN(C(OC(C)(C)C)=O)CCO)C(=CC=C1)[N+](=O)[O-]